Dioxacyclopenten-4-one C1=COC(O1)=O